CC=1C=C(C=CC1B1OC(C(O1)(C)C)(C)C)C=1OC=CN1 2-(3-methyl-4-(4,4,5,5-tetramethyl-1,3,2-dioxa-borolan-2-yl)phenyl)oxazole